FC(C1=CC=C(C=C1)C1=NC2=CC=CC=C2C(=N1)NC1CN(C1)C(C=C)=O)(F)F 1-(3-((2-(4-(trifluoromethyl)phenyl)quinazolin-4-yl)amino)azetidin-1-yl)propan-2-en-1-one